zirconium (1-ethyl-2,3,4,5-tetramethylcyclopentadienyl)(2-methylbenzo[e]indenyl)zirconium dichloride [Cl-].[Cl-].C(C)C1(C(=C(C(=C1C)C)C)C)[Zr+2]C1=C(CC=2C=CC3=C(C12)C=CC=C3)C.[Zr+4]